C([C@H]([C@H]([C@H]([C@@H](C(=O)O)O)O)O)O)O The molecule is the D-enantiomer of altronic acid. It has a role as an Escherichia coli metabolite. It is a conjugate acid of a D-altronate.